2-[(2,6-difluoro-4-pyridyl)amino]-5-methyl-N-[(3R)-spiro[3.4]octan-3-yl]thiazole-4-carboxamide FC1=NC(=CC(=C1)NC=1SC(=C(N1)C(=O)N[C@@H]1CCC12CCCC2)C)F